2-Ethyl-6-chloro-9,10-dimethacryloyloxy-1,2,3,4-tetrahydroanthracene C(C)C1CC2=C(C3=CC=C(C=C3C(=C2CC1)OC(C(=C)C)=O)Cl)OC(C(=C)C)=O